C(C)(C)(C)OC(NC=1C=C(C=2N(C1)C=CN2)OC2CC(C2)(F)F)=O (8-(3,3-Difluorocyclobutoxy)imidazo[1,2-a]pyridin-6-yl)carbamic acid tert-butyl ester